bis[2-(4-benzoylbenzyldimethylammonio)ethyl]-4-benzoylbenzylmethylammonium C(C1=CC=CC=C1)(=O)C1=CC=C(C[N+](CC[N+](C)(CC2=CC=C(C=C2)C(C2=CC=CC=C2)=O)CC[N+](CC2=CC=C(C=C2)C(C2=CC=CC=C2)=O)(C)C)(C)C)C=C1